2-methyl-3-((3-(trifluoromethyl)pyridin-2-yl)methyl)naphthalene-1,4-dione CC=1C(C2=CC=CC=C2C(C1CC1=NC=CC=C1C(F)(F)F)=O)=O